N(=[N+]=[N-])C=1C=C(C=CC1)NC(C1=CC=CC=C1)=O N-(3-azidophenyl)benzamide